6-amino-2-(4-cyano-2-fluorophenyl)-5-vinylpyrimidine-4-carboxylic acid NC1=C(C(=NC(=N1)C1=C(C=C(C=C1)C#N)F)C(=O)O)C=C